ClC1=CC=C(C=C1)C#CC1=NN=C(S1)NC(C1=C(C=NC=C1)C1=C(C=CC=C1OCCN1CCOCC1)F)=O N-(5-((4-chlorophenyl)ethynyl)-1,3,4-thiadiazol-2-yl)-3-(2-fluoro-6-(2-morpholinoethoxy)phenyl)isonicotinamide